BrC=1C(=NN(C1)C)N 4-Bromo-1-methyl-1H-pyrazol-3-amine